C(C)C1(CCC=2C1=NC(=CC2)NC2=NC(=NC=C2C#N)NC2=CC=C1C(CN(CC1=C2)C)(C)C)O 4-[(7-ethyl-7-hydroxy-5,6-dihydrocyclopenta[b]pyridin-2-yl)amino]-2-[(2,4,4-trimethyl-1,3-dihydroisoquinolin-7-yl)amino]pyrimidine-5-carbonitrile